C(C)(=O)[O-].C(C)(=O)[O-].[In+2] indium diacetate